(1S,3S,5S)-N-((4-carbamimidoyl-5-fluorothiophen-2-yl)methyl)-5-methyl-2-((4-phenoxybutanoyl)glycyl)-2-azabicyclo[3.1.0]hexane-3-carboxamide C(N)(=N)C=1C=C(SC1F)CNC(=O)[C@H]1N([C@H]2C[C@]2(C1)C)C(CNC(CCCOC1=CC=CC=C1)=O)=O